[C@H]12CNC[C@H](CC1)N2C2=C1C(N(C(C1=C(C(=C2F)F)F)=O)C2C(NC(CC2)=O)=O)=O 4-((1R,5S)-3,8-diazabicyclo[3.2.1]octan-8-yl)-2-(2,6-dioxopiperidin-3-yl)-5,6,7-trifluoroisoindoline-1,3-dione